N-[(6-Amino-2-pyridyl)sulfonyl]-5-(2-isopropoxyphenyl)-2-(2,2,4-trimethylpyrrolidin-1-yl)pyridin-3-carboxamid NC1=CC=CC(=N1)S(=O)(=O)NC(=O)C=1C(=NC=C(C1)C1=C(C=CC=C1)OC(C)C)N1C(CC(C1)C)(C)C